COC1=CC=C(C=C1)C1=NC(=CC(=C1)NC1CCN(CC1)C(=O)OC(C)(C)C)C1=CC=C(C=C1)N1CCN(CC1)C tert-butyl 4-((2-(4-methoxyphenyl)-6-(4-(4-methylpiperazin-1-yl)phenyl)pyridin-4-yl)amino)piperidine-1-carboxylate